Pyridine-6-boronic acid N1=CC=CC=C1B(O)O